CC1=CC(=CC(=C1O)[N+](=O)[O-])[N+](=O)[O-] 6-methyl-2,4-dinitrophenol